5-bromo-2-((1S,3R)-2-(2,2-difluoroethyl)-3-methyl-2,3,4,9-tetrahydro-1H-pyrido[3,4-b]indol-1-yl)thiazole BrC1=CN=C(S1)[C@H]1N([C@@H](CC2=C1NC1=CC=CC=C21)C)CC(F)F